OC(CN1C(=CN2C1=NC(=C(C2=O)C=2C=NN(C2)CC(C(F)(F)F)(F)F)C(F)(F)F)C)C 1-(2-hydroxypropyl)-2-methyl-6-[1-(2,2,3,3,3-pentafluoropropyl)-1H-pyrazol-4-yl]-7-(trifluoromethyl)-1H,5H-imidazo[1,2-a]pyrimidin-5-one